[Be].OC1=C(C=CC=C1)C1=NC=CC=C1.OC1=C(C=CC=C1)C1=NC=CC=C1 Bis((2-hydroxyphenyl)-pyridine) beryllium